C[C@H](CN[C@@H]([C@H]1CNC2=C(N1)N=CC=C2)C2=CC=CC=C2)C=2C=C(C=CC2)C(C(=O)O)C 2-[3-[(1S)-1-methyl-2-[[(R)-phenyl-[(3R)-1,2,3,4-tetrahydropyrido[2,3-b]pyrazin-3-yl]methyl]amino]ethyl]phenyl]propanoic acid